methyl 3-(2,2-difluoroethyl)-1H-indole-5-carboxylate FC(CC1=CNC2=CC=C(C=C12)C(=O)OC)F